IC=1C=CC(=NC1)N1CCC(CC1)C(=O)N1CCC(CC1)N1N=CC(=C1)CNC1=C2C(N(C(C2=CC=C1)=O)C1C(N(C(CC1)=O)C)=O)=O 4-(((1-(1-(1-(5-iodopyridin-2-yl)piperidine-4-carbonyl)piperidin-4-yl)-1H-pyrazol-4-yl)methyl)amino)-2-(1-methyl-2,6-dioxopiperidin-3-yl)isoindoline-1,3-dione